4-Hydroxy-3-(5H-imidazo[5,1-a]isoindol-5-yl)thiochroman-1,1-dioxid OC1C(CS(C2=CC=CC=C12)(=O)=O)C1N2C(C3=CC=CC=C13)=CN=C2